(R)-N-(1-(7-bromo-2-methyl-4-oxo-3,4-dihydroquinazolin-6-yl)pyrrolidin-3-yl)acetamide BrC1=C(C=C2C(NC(=NC2=C1)C)=O)N1C[C@@H](CC1)NC(C)=O